O-methylinosine CO[C@H]1[C@@H](O[C@@H]([C@H]1O)CO)N1C=NC=2C(O)=NC=NC12